1,1-Bis(4-hydroxyphenyl)-3,3,5-trimethylcyclohexan OC1=CC=C(C=C1)C1(CC(CC(C1)C)(C)C)C1=CC=C(C=C1)O